CN(\C(\NCCCN(CCCCCCCC(=O)OC(CCCCCCCC)CCCCCCCC)CCCCCCCC(=O)OCCCCCCCCC)=N/S(=O)(=O)C)C Heptadecan-9-yl (Z)-8-((3-(3,3-dimethyl-2-(methylsulfonyl)guanidino)propyl)(8-(nonyloxy)-8-oxooctyl)amino)octanoate